dicarboxyl-benzenediazonium C(=O)(O)C=1C(=C(C=CC1)[N+]#N)C(=O)O